C1(=CC=CC=C1)C=1C=C(C=CC1)[O-].CC1=NC2=C(C=CC=C2C=C1)[O-].CC1=NC2=C(C=CC=C2C=C1)[O-].[Al+3] aluminum bis(2-methyl-8-quinolinolate) (3-phenylphenolate)